4-(4-cyclopropylpyridin-2-yl)-6-(6-(trifluoromethyl)pyridin-2-yl)-N-(2-(trifluoromethyl)pyridin-4-yl)-1,3,5-triazin-2-amine C1(CC1)C1=CC(=NC=C1)C1=NC(=NC(=N1)C1=NC(=CC=C1)C(F)(F)F)NC1=CC(=NC=C1)C(F)(F)F